2-((4-methyl-2-(trifluoromethyl)pyrimidin-5-yl)sulfonyl)-N-((tetrahydro-2H-pyran-4-yl)methyl)-2-azaspiro[3.3]heptan-6-amine CC1=NC(=NC=C1S(=O)(=O)N1CC2(C1)CC(C2)NCC2CCOCC2)C(F)(F)F